FC1(CCC(CC1)(C(=O)O)OC1=CC=CC=C1)F 4,4-difluoro-1-phenoxycyclohexane-1-carboxylic acid